3,4-di-(4-methoxyphenyl)thiophene COC1=CC=C(C=C1)C1=CSC=C1C1=CC=C(C=C1)OC